C1(CC1)C=1N=C(SC1)[C@H](C)NC1=CC(=NC=2N1N=CC2C(C)C)NC[C@@H]2[C@H](CNCC2)O (3R,4R)-4-(((7-(((S)-1-(4-Cyclopropylthiazol-2-yl)ethyl)amino)-3-isopropylpyrazolo[1,5-a]pyrimidin-5-yl)amino)methyl)piperidin-3-ol